5-{4-[(3S)-3-aminopyrrolidin-1-yl]-5-(4,5-difluoro-1H-1,3-benzodiazol-2-yl)pyridin-3-yl}-2-fluorobenzonitrile N[C@@H]1CN(CC1)C1=C(C=NC=C1C1=NC2=C(N1)C=CC(=C2F)F)C=2C=CC(=C(C#N)C2)F